ClC1=C(C=C(C(=N1)F)N)F 6-chloro-2,5-difluoro-pyridin-3-amine